FC(C(=O)C1=CC=C(C=C1)C1=C(N=CS1)C)(F)F 2,2,2-trifluoro-1-(4-(4-methylthiazol-5-yl)phenyl)ethan-1-one